FC(OC1=CC=C(C=C1)[C@@H]1CC[C@H](CC1)OC=1N=NNC1C(=O)OCOC(C1=CC=CC=C1)=O)(F)F (benzoyloxy)methyl 4-(((trans)-4-(4-(trifluoromethoxy)phenyl)cyclohexyl)oxy)-1H-1,2,3-triazole-5-carboxylate